FC1=C(C=C(C=C1)N1N=CC(=C1)C(C(=O)N)C)C 2-(1-(4-fluoro-3-methyl-phenyl)-1H-pyrazol-4-yl)propanamide